N-(3-(6-amino-5-(2-(N-methylacrylamido)ethoxy)pyrimidin-4-yl)-5-fluoro-2-methylphenyl)-6'-fluoro-2',3'-dihydrospiro[cyclopropane-1,1'-indene]-5'-carboxamide NC1=C(C(=NC=N1)C=1C(=C(C=C(C1)F)NC(=O)C=1C=C2CCC3(C2=CC1F)CC3)C)OCCN(C(C=C)=O)C